C(CCC)[Se][SeH](CCCC)O[SeH]([Se]CCCC)CCCC 1,2-dibutyldiselenoether